1-([1,1':3',1''-terphenyl]-2'-yl)-2-phenyl-2,3-dihydro-1H-benzo[d][1,3,2]diazaborole C1(=CC=CC=C1)C1=C(C(=CC=C1)C1=CC=CC=C1)N1B(NC2=C1C=CC=C2)C2=CC=CC=C2